Oxazole-4-carboxylic acid methyl ester COC(=O)C=1N=COC1